C(C)OCOC=1C=C(C2=C(C=CC=C2C1)F)B(O)O (3-(ethoxymethoxy)-8-fluoronaphthalen-1-yl)boronic acid